3-cyano-N-(2-((1r,4r)-4-(4-((1-(4-((R)-2,6-dioxopiperidin-3-yl)-3,5-difluorophenyl)azetidin-3-yl)methyl)piperazin-1-yl)cyclohexyl)-6-(2-hydroxyethoxy)-2H-indazol-5-yl)pyrrolol C(#N)C1=C(N(C=C1)C1=CC2=CN(N=C2C=C1OCCO)C1CCC(CC1)N1CCN(CC1)CC1CN(C1)C1=CC(=C(C(=C1)F)[C@@H]1C(NC(CC1)=O)=O)F)O